3-(2-deoxy-beta-D-erythro-pentofuranosyl)-6-(4-pentylphenyl)-furo[2,3-D]pyrimidin-2(3H)-one [C@@H]1(C[C@H](O)[C@H](O1)CO)N1C(N=C2C(=C1)C=C(O2)C2=CC=C(C=C2)CCCCC)=O